C1(CC1)C1=C(C=CCN1C1=CC(=CC=C1)[C@@H](CC1=NN=CN1C)C)CO (R)-6-cyclopropyl-5-(hydroxymethyl)-N-(3-(1-(4-methyl-4H-1,2,4-triazol-3-yl)propan-2-yl)phenyl)pyridine